S1C=NC2=C1C=CC(=C2)CN2C(/C(/CCC2)=C/C=2C=NC(=C(C2)C)Cl)=O (E)-1-(benzo[d]thiazol-5-ylmethyl)-3-((6-chloro-5-methylpyridin-3-yl)methylene)piperidin-2-one